(S)-7-((5-(3-((dimethylamino)-methyl)-3-hydroxypiperidin-1-yl)pyridin-2-yl)amino)-4-(8-fluoro-7-methylimidazo[1,2-a]pyridin-3-yl)isoindolin-1-one CN(C)C[C@@]1(CN(CCC1)C=1C=CC(=NC1)NC=1C=CC(=C2CNC(C12)=O)C1=CN=C2N1C=CC(=C2F)C)O